C(C)OC(=O)C=1N=CSC1CCCOC1=C(C=C(C=C1)I)F 5-[3-(2-fluoro-4-iodo-phenoxy)propyl]Thiazole-4-carboxylic acid ethyl ester